1-((3aR,5s,6aS)-5-((5-([1,2,4]triazolo[1,5-a]pyridin-7-yl)-4-methoxy-7H-pyrrolo[2,3-d]pyrimidin-2-yl)amino)hexahydrocyclopenta[c]pyrrol-2(1H)-yl)ethan-1-one N=1C=NN2C1C=C(C=C2)C2=CNC=1N=C(N=C(C12)OC)NC1C[C@@H]2[C@@H](CN(C2)C(C)=O)C1